BrC=1C=C2C=C(N=C(C2=CC1)NCC1=C(C=C(C=C1)OC)OC)C 6-bromo-N-[(2,4-dimethoxyphenyl)methyl]-3-methylisoquinolin-1-amine